C1(CCCCC1)CC1=CCS(C2=C1C=CC=C2[N+](=O)[O-])C=2SC1=C(C(C2)=O)C=C(C=C1[N+](=O)[O-])C(F)(F)F 2-(4-(cyclohexylmethyl)-8-nitro-benzothiopyran-1-yl)-6-(trifluoromethyl)-8-nitro-benzothiopyran-4-one